O=CCC12CCC(CC1)(C2)C(=O)OC methyl 4-(2-oxoethyl)bicyclo[2.2.1]heptane-1-carboxylate